ClC1=C2CCN(C2=CC(=C1)N1CCCC1)C(=O)N1CC(CC1)CCC(=O)O 3-(1-(4-chloro-6-(pyrrolidin-1-yl)indoline-1-carbonyl)pyrrolidin-3-yl)propanoic acid